BrC=1C=C(C(=C(C1)C(C)C)I)C(C)C 5-bromo-2-iodo-1,3-bis(propan-2-yl)benzene